FC1=CC=C2C=C(N(C2=C1)C)C(=O)[O-] 6-fluoro-1-methyl-1H-indole-2-carboxylate